FC1=CC=2N(C=C1)C(=CN2)C2=C1CNC(C1=C(C=C2)NC2=NC=C(C=C2)N2C[C@H](OCC2)[C@H](C)O)=O 4-(7-fluoro-imidazo[1,2-a]pyridin-3-yl)-7-((5-((S)-2-((S)-1-hydroxy-ethyl)morpholino)pyridin-2-yl)amino)isoindolin-1-one